[Br-].C(CCCCCCCCCCCCCCCCC)[N+](C)(C)C Octadecyltrimethylammonium bromide